C(C)(C)OC=1C=NC=2C=CC(=C(C2N1)C#N)NC1=CC(=C(C=C1)OCC=1C=NC(=CC1)OC)OC 3-isopropoxy-6-((3-methoxy-4-((6-methoxypyridin-3-yl)methoxy)phenyl)amino)quinoxaline-5-carbonitrile